2-Chloro-6-[3-(2,2-dicyclopropylethoxy)pyrazol-1-yl]pyridine-3-carboxylic acid ClC1=NC(=CC=C1C(=O)O)N1N=C(C=C1)OCC(C1CC1)C1CC1